4-bromo-6-[2-(methylsulfanyl)acetyl]-2,3-dihydroisoindol-1-one BrC1=C2CNC(C2=CC(=C1)C(CSC)=O)=O